5-(4-((3-(2,6-dioxopiperidin-3-yl)-1-methyl-1H-indazol-7-yl)oxy)piperidine-1-carbonyl)-1H-pyrrole-3-carbonitrile O=C1NC(CCC1C1=NN(C2=C(C=CC=C12)OC1CCN(CC1)C(=O)C1=CC(=CN1)C#N)C)=O